FC1(CCN(CC1)C=1C=2N(C=C(N1)NC(C1=C(C=C(C=C1)[N+](=O)[O-])N1CCC(CC1)(C)C)=O)C=CN2)F N-(8-(4,4-difluoropiperidin-1-yl)imidazo[1,2-a]pyrazin-6-yl)-2-(4,4-dimethylpiperidin-1-yl)-4-nitrobenzamide